4-((4-(benzyloxy)-2-methoxy-6-methylbenzoyl)oxy)-2-hydroxy-3,5,6-trimethylbenzoic acid C(C1=CC=CC=C1)OC1=CC(=C(C(=O)OC2=C(C(=C(C(=O)O)C(=C2C)C)O)C)C(=C1)C)OC